C(C)OC(C1=CC=C(C(=C1)I)C)=O ethyl-5-iodo-4-methylbenzoate